tert-butyl-3-(1H-imidazol-5-yl)-2-(3-(trifluoromethyl)-1H-1,2,4-triazol-5-yl)imidazo[1,2-a]pyrimidine C(C)(C)(C)C1=CC=NC=2N1C(=C(N2)C2=NC(=NN2)C(F)(F)F)C2=CN=CN2